thiazinic acid S1NC(=CC=C1)C(=O)O